O=C1N(CCC(N1)=O)C=1C=C(C(=O)N2CCN(CC2)C(=O)OC(C)(C)C)C=CC1 tert-butyl 4-(3-(2,4-dioxotetrahydropyrimidin-1(2H)-yl)benzoyl)piperazine-1-carboxylate